FC=1C=C2C(=NNC2=CC1OCCOC)C1=CC(=NO1)C1=CC=C(C=C1)S(=O)(=O)N1CCOCC1 5-Fluoro-6-(2-methoxyethoxy)-3-{3-[4-(morpholin-4-sulfonyl)phenyl]-1,2-oxazol-5-yl}-1H-indazol